O1CCN(CC1)C=1C2=C(N=CN1)N(C(=C2)C2=CC=C(C=C2)NC(=O)C2=NC=CC(=C2)OC2CCN(CC2)C(=O)OC(C)(C)C)COCC[Si](C)(C)C tert-butyl 4-((2-((4-(4-morpholino-7-((2-(trimethylsilyl)ethoxy)methyl)-7H-pyrrolo[2,3-d]pyrimidin-6-yl)phenyl)carbamoyl)pyridin-4-yl)oxy)piperidine-1-carboxylate